ClC=1C=C(C=CC1F)NC1=NC=NC2=CC(=C(C=C12)NC(\C=C\CN1CCC(CC1)NC(CNC1=C2CN(C(C2=CC=C1)=O)C1C(NC(CC1)=O)=O)=O)=O)OC (E)-N-(4-((3-chloro-4-fluorophenyl)amino)-7-methoxyquinazolin-6-yl)-4-(4-(2-((2-(2,6-dioxopiperidin-3-yl)-1-oxoisoindolin-4-yl)amino)acetamido)piperidin-1-yl)but-2-enamide